N-(5-(2,4-difluorophenoxy)pyridin-2-yl)-2-(tetrahydro-2H-pyran-4-yl)propanamide FC1=C(OC=2C=CC(=NC2)NC(C(C)C2CCOCC2)=O)C=CC(=C1)F